5-(1-(1-cyclopentylazacycloheptan-4-yl)piperidin-4-yl)-2-(3,4-dimethoxyphenyl)-3-methyl-1H-indole C1(CCCC1)N1CCC(CCC1)N1CCC(CC1)C=1C=C2C(=C(NC2=CC1)C1=CC(=C(C=C1)OC)OC)C